5-(2-chloro-5-(isobutyrylaminomethyl)benzoylamino)-N-(2,4-dichlorophenyl)-1-(2-methoxyethyl)-1H-indole-2-carboxamide ClC1=C(C(=O)NC=2C=C3C=C(N(C3=CC2)CCOC)C(=O)NC2=C(C=C(C=C2)Cl)Cl)C=C(C=C1)CNC(C(C)C)=O